2-(3-(3-methoxypropoxy)phenyl)-4,4,5,5-tetramethyl-1,3,2-dioxaborolane COCCCOC=1C=C(C=CC1)B1OC(C(O1)(C)C)(C)C